N(=[N+]=[N-])CC1=NN2C(OCC2)=C1 6-(azidomethyl)-2,3-dihydropyrazolo[5,1-b]Oxazole